[Mo].[Co].[Cr].[Ni] nickel-chromium-cobalt-molybdenum